gold-platinum-tungsten [W].[Pt].[Au]